3-methyl-3-(tosyloxymethyl)oxetane CC1(COC1)COS(=O)(=O)C1=CC=C(C)C=C1